1-(4-[(2,6-difluorophenyl)carbamoyl]-2-fluoro-5-{[(2S)-1,1,1-trifluoropropan-2-yl]oxy}phenyl)-4-ethyl-5-oxo-4,5-dihydro-1H-1,2,4-triazole FC1=C(C(=CC=C1)F)NC(=O)C1=CC(=C(C=C1O[C@H](C(F)(F)F)C)N1N=CN(C1=O)CC)F